ClC=1C=C(C=2N(N1)C=CN2)N2CC(CC2)C2=CC=C(C(=O)OC)C=C2 Methyl 4-(1-(6-chloroimidazo[1,2-b]pyridazin-8-yl)pyrrolidin-3-yl)benzoate